(R)-2-amino-5-(2-((6-amino-9H-purin-9-yl)methyl)-3,4-dichlorophenoxy)-N-cyclopropylpentanamide N[C@@H](C(=O)NC1CC1)CCCOC1=C(C(=C(C=C1)Cl)Cl)CN1C2=NC=NC(=C2N=C1)N